(5-bromo-7-((3,3-difluoropyrrolidin-1-yl)methyl)benzofuran-3-yl)methanol BrC=1C=C(C2=C(C(=CO2)CO)C1)CN1CC(CC1)(F)F